4-(5-Hydroxy-1-(5-(methylsulfonyl)pyridin-2-yl)-1H-pyrazol-4-yl)-3-methylbenzonitrile OC1=C(C=NN1C1=NC=C(C=C1)S(=O)(=O)C)C1=C(C=C(C#N)C=C1)C